5-[[4-[4-(2,2-diphenylethenyl)phenyl]-1,2,3,3a,4,8b-hexahydrocyclopent[b]indol-7-yl]methylene]-4-oxo-2-thioxo-3-thiazolidineacetic acid C1(=CC=CC=C1)C(=CC1=CC=C(C=C1)N1C2C(C=3C=C(C=CC13)C=C1C(N(C(S1)=S)CC(=O)O)=O)CCC2)C2=CC=CC=C2